ClC1=NC(=C(C(=N1)N1[C@H](CN(CC1)C(=O)[O-])C)[N+](=O)[O-])CC1(CCCC2=CC=CC=C12)C(=O)OC (3S)-4-(2-Chloro-6-((1-(methoxycarbonyl)-1,2,3,4-tetrahydronaphthalen-1-yl)methyl)-5-nitropyrimidine-4-yl)-3-methylpiperazine-1-carboxylate